C(#N)C=1C=C(C=CC1O)S(=O)(=O)Cl 3-Cyano-4-hydroxybenzenesulfonyl Chloride